3,7-bis(dimethylamino)-10H-phenothiazine-10-carboxamide CN(C=1C=CC=2N(C3=CC=C(C=C3SC2C1)N(C)C)C(=O)N)C